COC1=C(N)C=CC(=C1)N1CCN(CC1)S(=O)(=O)C 2-methoxy-4-(4-(methylsulfonyl)piperazin-1-yl)aniline